C(C)(C)(C)OC(=O)N1C[C@@H](N(CC1)C=1C2=C(N=C(N1)Cl)C(=C(N=C2)Cl)F)C (S)-4-(2,7-dichloro-8-fluoropyrido[4,3-d]pyrimidin-4-yl)-3-methylpiperazine-1-carboxylic acid tert-butyl ester